CC1=CC=C(C=C1)S(=O)(=O)OC methyl 4-methylbenzene-1-sulfonate